C(CCC)C=1NC(=C(N1)Cl)C=O 2-butyl-4-Chloro-1H-imidazole-5-carbaldehyde